CS(=O)(=O)NC1=NC=CC=N1 (methylsulfonamido)pyrimidin